5-((5-(4-((dimethylamino)methyl)-2,5-dimethoxyphenyl)-7-methyl-8-oxo-7,8-dihydro-2,7-naphthyridin-3-yl)amino)pentyl methanesulfonate CS(=O)(=O)OCCCCCNC=1N=CC=2C(N(C=C(C2C1)C1=C(C=C(C(=C1)OC)CN(C)C)OC)C)=O